(1R,3R)-3-hydroxy-1-{[(R)-2-methylpropane-2-sulfinyl]amino}-8-azaspiro[4.5]decane-8-carboxylic acid tert-butyl ester C(C)(C)(C)OC(=O)N1CCC2(C[C@H](C[C@H]2N[S@](=O)C(C)(C)C)O)CC1